amino-ethoxy-ethanol NC(C)(O)OCC